1-(4-(3-(6-methoxypyridin-3-yl)-1-tosyl-1H-pyrrolo[2,3-b]pyridin-5-yl)benzyl)piperidin-3-ol COC1=CC=C(C=N1)C1=CN(C2=NC=C(C=C21)C2=CC=C(CN1CC(CCC1)O)C=C2)S(=O)(=O)C2=CC=C(C)C=C2